C1(=CC=C(C=C1)C(CNS(=O)(=O)C1=CC=C(C=C1)C)C1=CC=CC=C1)C1=CC=CC=C1 N-(2-([1,1'-biphenyl]-4-yl)-2-phenylethyl)-4-methylbenzenesulfonamide